4-(1-(4-hydroxy-3-methoxyphenyl)-1H-benzo[d]imidazole-2-yl)-2-methoxyphenol OC1=C(C=C(C=C1)N1C(=NC2=C1C=CC=C2)C2=CC(=C(C=C2)O)OC)OC